N-(3-(2-aminoquinazolin-6-yl)-2,4-difluorophenyl)-5-chloro-2-methoxypyridine NC1=NC2=CC=C(C=C2C=N1)C=1C(=C(C=CC1F)N1C(C=CC(=C1)Cl)OC)F